C1(CCCC1)N1C2=NC(=NC(=C2N=C1)NCC=1C(NC(=CC1C)C)=O)C1=CC=C(C=C1)OC(F)(F)F 3-(((9-cyclopentyl-2-(4-(trifluoromethoxy)phenyl)-9H-purin-6-yl)amino)methyl)-4,6-dimethylpyridin-2(1H)-one